C(C)OC(C(C=O)(C)C1=CC=C(C=C1)S(N(C)C)(=O)=O)=O [4-(dimethylsulfamoyl)phenyl]-2-methyl-3-oxopropanoic acid ethyl ester